2-Ethylsulfanyl-8-(1-hydroxyethyl)-3,6-dimethyl-chromen-4-one C(C)SC=1OC2=C(C=C(C=C2C(C1C)=O)C)C(C)O